C(=O)O.N[C@H](C(F)C1=C(C2=NC(=CC(=C2S1)NCC=1SC=CC1)Cl)Cl)C 2-[(2S)-2-amino-1-fluoropropyl]-3,5-dichloro-N-[(thiophen-2-yl)methyl]thieno[3,2-b]pyridin-7-amine formate